2-(1,3-dioxolan-2-yl)ethan-1-amine O1C(OCC1)CCN